tert-butyl (((1r,4r)-4-((4-nitrophenoxy)methyl)cyclohexyl)methyl)carbamate [N+](=O)([O-])C1=CC=C(OCC2CCC(CC2)CNC(OC(C)(C)C)=O)C=C1